FC(C1CCN(CC1)C(=O)OC(C)(C)C)(C1=NC2=CC(=NC=C2C=C1)NC1=C(C=C(C=C1)N1N=CC=C1)F)F tert-butyl 4-[difluoro(7-[[2-fluoro-4-(pyrazol-1-yl)phenyl]amino]-1,6-naphthyridin-2-yl)methyl]piperidine-1-carboxylate